1-(2,3-dihydroxypropyl)-piperazine OC(CN1CCNCC1)CO